C1(=CCCCC1)C[C@H](C1=CC=CC=C1)\N=C(\C1=CC=C(C=C1)C(F)(F)F)/C#N (R,Z)-N-(2-(cyclohex-1-en-1-yl)-1-phenylethyl)-4-(trifluoromethyl)benzimidoyl cyanide